(M)-4-((R)-4-propenoyl-3-methylpiperazin-1-yl)-7-(2-amino-3,4,5,6-tetrafluorophenyl)-6-chloro-1-(2-isopropyl-4-methylpyridin-3-yl)-2-oxo-1,2-dihydro-1,8-naphthyridine-3-carbonitrile C(C=C)(=O)N1[C@@H](CN(CC1)C1=C(C(N(C2=NC(=C(C=C12)Cl)C1=C(C(=C(C(=C1F)F)F)F)N)C=1C(=NC=CC1C)C(C)C)=O)C#N)C